2-(4-bromo-1-methyl-pyrazol-3-yl)-5-fluoro-pyridine BrC=1C(=NN(C1)C)C1=NC=C(C=C1)F